C(C)(C)(C)OC(=O)N1CC(C1)C1CC(C1)C(=O)O 3-(1-tert-butoxycarbonylazetidin-3-yl)cyclobutanecarboxylic acid